FC(C1(NN=CC=C1)C1=CC=C(CN)C=C1)(F)F 4-[3-(trifluoromethyl)-3H-diazine-3-yl]benzylamine